CC1=C(OC=2CCC3=CN(N=C3C21)C[C@H]2COCC2)C(=O)OCC ethyl 8-methyl-2-[(3S)-tetrahydrofuran-3-ylmethyl]-4,5-dihydro-2H-furo[2,3-g]indazole-7-carboxylate